FC1=C(C=C(C=C1)F)[C@@H](C)NC (R)-1-(2,5-difluorophenyl)-N-methylethylamine